[C@@H]1(CC12CCNCC2)C#CC2=C1CN(C(C1=CC=C2)=O)C2C(NC(CC2)=O)=O 3-(4-{2-[(1S)-6-azaspiro[2.5]octan-1-yl]ethynyl}-1-oxo-3H-isoindol-2-yl)piperidine-2,6-dione